C1(CCCC2=CC=CC=C12)=O dihydronaphthalene-1(2H)-one